indolyl-phenol N1C(=CC2=CC=CC=C12)C1=C(C=CC=C1)O